OC(C)(C)C=1SC(=CN1)S(=O)(N[C@H](C)C1=CC=C(C=C1)OC)=N 2-(2-hydroxypropan-2-yl)-N-((R)-1-(4-methoxyphenyl)-ethyl)thiazole-5-sulfonimidamide